5-(4-((3-methyl-2,4-dioxo-1,2,3,4-tetrahydropyrido[3,2-d]pyrimidin-7-yl)methyl)piperazin-1-yl)-N,6-dimethylpyridinecarboxamide CN1C(NC2=C(C1=O)N=CC(=C2)CN2CCN(CC2)C=2C=CC(=NC2C)C(=O)NC)=O